6,6-difluoro-spiro[3.3]heptan-2-amine hydrochloride Cl.FC1(CC2(CC(C2)N)C1)F